NC1=CC(=C(C=C1)C1=CC=CC2=C1C(=NO2)N)Cl 4-(4-amino-2-chlorophenyl)benzo[d]isoxazol-3-amine